2-Methacryloxyethylphenylurethan C(C(=C)C)(=O)OCCN(C(=O)OCC)C1=CC=CC=C1